FC1S(=O)(=O)C(CC1(C(F)F)F)(F)F 2,3,5,5-tetrafluoro-3-(difluoromethyl)sulfolane